bis(propan-2-yl-d7)amine C(C(C([2H])([2H])[2H])([2H])NC(C([2H])([2H])[2H])(C([2H])([2H])[2H])[2H])([2H])([2H])[2H]